BrC=1C=CC=2NC3=CC=C(C=C3C2C1)Br 3,6-Dibromo-9H-carbazole